C(C)(C)(C)OC(=O)NC1CCN(CC1)C=1C2=C(N=CN1)C(=CS2)C=C N-(tert-butoxycarbonyl)-1-(7-vinylthieno[3,2-d]pyrimidin-4-yl)-4-piperidinylamine